3,5-Dimethyl-isoxazole-4-carboxylic acid [5-(8-chloro-2-oxo-1,2,3,4-tetrahydro-quinolin-6-yl)-pyridin-3-ylmethyl]-amide ClC=1C=C(C=C2CCC(NC12)=O)C=1C=C(C=NC1)CNC(=O)C=1C(=NOC1C)C